C(C1=CC=CC=C1)N1C[C@H]([C@@H](CC1)O[Si](C)(C)C(C)(C)C)C(=O)OC |r| methyl rac-(3R,4R)-1-benzyl-4-{[tert-butyl(dimethyl)silyl]oxy}piperidine-3-carboxylate